F[C@H]1CN(CC[C@H]1NC1=CC=CC2=C1S(C=C2N2C=CC=C2)=O)C 7-(((3S,4R)-3-fluoro-1-methylpiperidin-4-yl)amino)-1-oxido-3-(1H-pyrrol-1-yl)benzo[b]thiophen